(1R,3S,5R)-2-((-)-2-(4-amino-6-methyl-9H-pyrimido[4,5-b]indol-9-yl)propionyl)-N-(6-bromopyridin-2-yl)-2-azabicyclo[3.1.0]hexane-3-carboxamide NC1=NC=NC=2N(C3=CC=C(C=C3C21)C)C(C(=O)N2[C@@H]1C[C@@H]1C[C@H]2C(=O)NC2=NC(=CC=C2)Br)C